C1(=CC(=CC=C1)C1=NC(=NC=C1Cl)NC1CCN(CC1)C(=O)OC(C)(C)C)C1=CC=CC=C1 tert-butyl 4-((4-([1,1'-biphenyl]-3-yl)-5-chloropyrimidin-2-yl)amino)piperidine-1-carboxylate